7-(4-(trifluoromethyl)phenyl)dibenzo[c,e]oxepin-5(7H)-one FC(C1=CC=C(C=C1)C1C2=C(C3=C(C(O1)=O)C=CC=C3)C=CC=C2)(F)F